5-(4-trifluoromethylnaphth-2-yl)-3-(1-ethylpiperidin-4-yl)-2-propyl-1H-indole FC(C1=CC(=CC2=CC=CC=C12)C=1C=C2C(=C(NC2=CC1)CCC)C1CCN(CC1)CC)(F)F